tert-butyl 4-(1-cyano-1-(4-fluorophenyl)ethyl)piperidine-1-carboxylate C(#N)C(C)(C1=CC=C(C=C1)F)C1CCN(CC1)C(=O)OC(C)(C)C